COC1=CC=C(C=N1)CN1C2CN(CC1C2)C=2C=CC=NC2 5-(6-((6-methoxypyridin-3-yl)methyl)-3,6-diazabicyclo[3.1.1]heptan-3-yl)pyridine